3-oxocyclopentane-1-carboxylic acid ethyl ester C(C)OC(=O)C1CC(CC1)=O